1-ethyl-4-(piperidin-4-yl)piperazine hydrochloride Cl.C(C)N1CCN(CC1)C1CCNCC1